FC1=C(C=CC=C1F)C(NS(=O)=O)C1=NC(=C(C=C1)C=1C=C2N=CC(=NC2=C(C1)CC)NC1CCC(CC1)N(C)C)OC 1-(2,3-difluorophenyl)-N-(5-(2-(((1R,4R)-4-(dimethylamino)cyclohexyl)amino)-8-ethylquinoxalin-6-yl)-6-methoxypyridin-2-yl)methylsulfonamide